1,4-bis-(4-aminophenyl)-piperazin NC1=CC=C(C=C1)N1CCN(CC1)C1=CC=C(C=C1)N